tert-Butyl (E)-5-((dimethylamino)methylene)-3,3-difluoro-4-oxopiperidine-1-carboxylate CN(C)\C=C/1\C(C(CN(C1)C(=O)OC(C)(C)C)(F)F)=O